COC(=O)C=1SC(=CC1)CCC1CCN(CC1)C 5-(2-(1-methylpiperidin-4-yl)ethyl)thiophene-2-carboxylic acid methyl ester